C1OCC12CN(C2)S(=O)(=O)Cl 2-oxa-6-azaspiro[3.3]heptane-6-sulfonyl chloride